2-((R)-4-(2-(4-(3-(4-cyano-3-(trifluoromethyl)phenyl)-5,5-dimethyl-4-oxo-2-thioxoimidazolidin-1-yl)-2-(2,2-difluoroethyl)phenoxy)ethyl)-2-methylpiperazin-1-yl)acetamide hydrochloride Cl.C(#N)C1=C(C=C(C=C1)N1C(N(C(C1=O)(C)C)C1=CC(=C(OCCN2C[C@H](N(CC2)CC(=O)N)C)C=C1)CC(F)F)=S)C(F)(F)F